N-(3-carbamoylphenyl)-5-cyano-2-(4,4-difluoroazepan-1-yl)-6-methyl-pyridine-3-carboxamide C(N)(=O)C=1C=C(C=CC1)NC(=O)C=1C(=NC(=C(C1)C#N)C)N1CCC(CCC1)(F)F